CCC1C(=O)C(=C(O1)C)O The molecule is a member of the class of furans that is furan-3(2H)-one carrying additional ethyl, hydroxy and methyl substituents at positions 2, 4 and 5 respectively. A key aroma compound in soy sauce and fish sauce. It has a role as a Saccharomyces cerevisiae metabolite. It is a cyclic ketone, an enol and a member of furans.